3-(1-benzoyl-5-{[(4-carbamimidoylphenyl)methyl]amino}-4-methoxy-1H-pyrazol-3-yl)-N,N,4-trimethylpiperidine-1-carboxamide C(C1=CC=CC=C1)(=O)N1N=C(C(=C1NCC1=CC=C(C=C1)C(N)=N)OC)C1CN(CCC1C)C(=O)N(C)C